SAFROL O1COC2=CC(CC=C)=CC=C12